dihydro-3-(2-methylenebutyl)-2,5-furandione C=C(CC1C(OC(C1)=O)=O)CC